CC1=C(CNC(OC(C)(C)C)=O)C=CC(=C1)C1=NC=NC(=N1)NC=1C=NN(C1)C tert-butyl (2-methyl-4-(4-((1-methyl-1H-pyrazol-4-yl)amino)-1,3,5-triazin-2-yl)benzyl)carbamate